(1R,4R)-N1-(5-chloro-4-(5-(cyclopropylmethyl)-1-methyl-1H-pyrazol-4-yl)pyrimidin-2-yl)-N4-(pyridin-3-ylmethyl)cyclohexane-1,4-diamine ClC=1C(=NC(=NC1)NC1CCC(CC1)NCC=1C=NC=CC1)C=1C=NN(C1CC1CC1)C